6-((E)-4-fluoro-3-methoxystyryl)-N-(1-methyl-5-(((Z)-3-(methylamino)-3-(methylimino)propyl)carbamoyl)-1H-pyrrol-3-yl)nicotinamide FC1=C(C=C(/C=C/C2=NC=C(C(=O)NC3=CN(C(=C3)C(NCC/C(=N/C)/NC)=O)C)C=C2)C=C1)OC